1-(2,4-dichlorophenyl)-5-methyl-1H-1,2,4-triazole-3-thiol ClC1=C(C=CC(=C1)Cl)N1N=C(N=C1C)S